Methyl 3,4,5-tris(2,5,8,11,14,17,20,23,26,29,32-undecaoxatetratriacontan-34-yloxy)benzoate COCCOCCOCCOCCOCCOCCOCCOCCOCCOCCOCCOC=1C=C(C(=O)OC)C=C(C1OCCOCCOCCOCCOCCOCCOCCOCCOCCOCCOCCOC)OCCOCCOCCOCCOCCOCCOCCOCCOCCOCCOCCOC